trimethyl-trioctyl-cyclotrisiloxane C[Si]1(O[Si](O[Si](O1)(CCCCCCCC)C)(CCCCCCCC)C)CCCCCCCC